NC=1C2=C(N=CN1)N(C(=C2C2=CC=C(C=C2)OC2=NC(=CC=C2)C)C=2C=NN(C2)C2C(N(CCC2)C(C=C)=O)C)C 1-(3-(4-(4-amino-7-methyl-5-(4-((6-methylpyridin-2-yl)oxy)phenyl)-7H-pyrrolo[2,3-d]pyrimidin-6-yl)-1H-pyrazol-1-yl)-2-methylpiperidin-1-yl)prop-2-en-1-one